di(n-butoxy)divinyl-silane C(CCC)O[Si](C=C)(C=C)OCCCC